butyl 2-(4-bromophenyl)-2-methyl-5-oxopyrrolidine-1-carboxylate BrC1=CC=C(C=C1)C1(N(C(CC1)=O)C(=O)OCCCC)C